C1(=CC=CC=C1)N1C(C2=C(C1(C1=CC=C(C=C1)CC#N)C1=CC=C(C=C1)CC#N)C=CC=C2)=O 2-phenyl-3,3-bis(4-cyanomethylphenyl)benzo[c]pyrrolidone